FC=1C=C2C=NC(=NC2=CC1C1=C(C2=C(OCCN2)N=C1)C)NC=1C=NC=2CCN(CC2C1)C 6-fluoro-7-(8-methyl-2,3-dihydro-1H-pyrido[2,3-b][1,4]oxazin-7-yl)-N-(6-methyl-5,6,7,8-tetrahydro-1,6-naphthyridin-3-yl)quinazolin-2-amine